FC1=C(C=C(C2=C1N=CS2)N2CC1(CN(C1)C(C(C(F)(F)F)(C)C)=O)[C@@H](C2)COCC2=C(C(=O)O)C=CC=C2)F (S)-2-(((6-(4,5-difluorobenzo[d]thiazol-7-yl)-2-(3,3,3-trifluoro-2,2-dimethylpropanoyl)-2,6-diazaspiro[3.4]octan-8-yl)methoxy)methyl)benzoic acid